ClC=1C(=CC=C2N=CC(=NC12)C=1C=NN(C1)C(CC#N)(C)C)OC=1C=CC2=C(NC(=N2)C)C1 3-(4-(8-chloro-7-((2-methyl-1H-benzo[d]imidazol-6-yl)oxy)quinoxalin-2-yl)-1H-pyrazol-1-yl)-3-methylbutanenitrile